racemic-trans-6-(4-(4-acryloyl-3-(methoxymethyl)morpholin-2-yl)-6-chloropyridin-2-yl)-N-methylpyrimidine-4-carboxamide C(C=C)(=O)N1[C@H]([C@@H](OCC1)C1=CC(=NC(=C1)Cl)C1=CC(=NC=N1)C(=O)NC)COC |r|